4,4-Difluoro-1-(3-phenyl-1,2,4-oxadiazol-5-yl)-6-azaspiro[2.5]octan-6-sulfonamid FC1(C2(CC2C2=NC(=NO2)C2=CC=CC=C2)CCN(C1)S(=O)(=O)N)F